6H-benzoquinoline N1=CC=CC=2CCC3=C(C12)C=CC=C3